1-(4-bromo-5-chloro-2-methoxyphenyl)-N-(isoxazol-3-yl)-N-(4-methoxybenzyl)-2-oxo-1,2-dihydroquinoline-6-sulfonamide BrC1=CC(=C(C=C1Cl)N1C(C=CC2=CC(=CC=C12)S(=O)(=O)N(CC1=CC=C(C=C1)OC)C1=NOC=C1)=O)OC